2-butoxy-7-(4-(3,5-dimethylpiperazin-1-yl)-3-methylbenzyl)imidazo[2,1-f][1,2,4]triazin-4-amine C(CCC)OC1=NN2C(C(=N1)N)=NC=C2CC2=CC(=C(C=C2)N2CC(NC(C2)C)C)C